2-[(3R,5S)-3,5-dimethylpiperazin-1-yl]-5,6-difluoro-1,3-benzothiazole C[C@@H]1CN(C[C@@H](N1)C)C=1SC2=C(N1)C=C(C(=C2)F)F